BrC=1C=C(C=CC1)C(=CC#N)Cl 3-(3-bromophenyl)-3-chloroacrylonitrile